P(OC(C(C)=O)C(CCCCCCC)N)([O-])=O [1-(1-amino-n-octyl)-2-oxopropyl] phosphonate